NC1=C(C2=C(C=3N=CC=NC3C(=C2)O[C@H](C)CC)NC1=O)C1=C2C=NNC2=C(C=C1)F 8-Amino-5-[(2R)-butan-2-yl]oxy-7-(7-fluoro-1H-indazol-4-yl)-10H-pyrido[2,3-f]quinoxalin-9-one